2-amino-N-(4-dodecylphenyl)benzamide NC1=C(C(=O)NC2=CC=C(C=C2)CCCCCCCCCCCC)C=CC=C1